3-stearoyloxy-1,2-propylene glycol C(CCCCCCCCCCCCCCCCC)(=O)OCC(CO)O